N-(4-(5-amino-1-(1-isobutyrylpiperidin-4-yl)imidazo[1,5-c]pyrimidin-3-yl)benzyl)-5-fluoro-2-methoxybenzamide NC1=NC=CC=2N1C(=NC2C2CCN(CC2)C(C(C)C)=O)C2=CC=C(CNC(C1=C(C=CC(=C1)F)OC)=O)C=C2